tri(oleyl)amine C(CCCCCCC\C=C/CCCCCCCC)N(CCCCCCCC\C=C/CCCCCCCC)CCCCCCCC\C=C/CCCCCCCC